[Cl-].C1(CCCC1)C(=O)N1C=NC(=C1)[NH3+] 1-(Cyclopentanecarbonyl)-1H-imidazol-4-aminium chloride